(R)-3-(methoxymethyl)-4-methylpiperazin COC[C@H]1CNCCN1C